(biphenylyl)[(triphenyleneyl)phenyl]dibenzoSelenophene C1(=C(C=CC=C1)C1=C(C2=C([Se]C3=C2C=CC=C3)C=C1)C1=C(C=CC=C1)C1=CC=CC=3C2=CC=CC=C2C2=CC=CC=C2C13)C1=CC=CC=C1